C(C)(C)(C)OC(=O)N1CCC=2C1=CN=CC2C2=NC(=CC=C2)Cl 4-(6-Chloropyridin-2-yl)-2,3-dihydro-1H-pyrrolo[2,3-c]pyridine-1-carboxylic acid tert-butyl ester